ClC1=NC=2N([C@@H](C(N(C2C=N1)C)=O)CC)C1CCCC1 (7R)-2-chloro-8-cyclopentyl-7-ethyl-5-methyl-7H-pteridin-6-one